CC(C)(OC1=CC(=NC(=C1C(F)(F)F)OC(C)(C)C)C1=NC(=CC=C1)CCC)C 4,6-bis(1,1-dimethylethoxy)-2-(6-n-propyl-2-pyridyl)-5-trifluoromethylpyridine